2-((2-((4-(1-((5-(2,6-dioxopiperidin-3-yl)-2-fluoropyridin-3-yl)methyl)piperidin-4-yl)-2-isopropoxy-5-methylphenyl)amino)-5-(trifluoromethyl)pyridin-4-yl)amino)-N-methylbenzamide O=C1NC(CCC1C=1C=C(C(=NC1)F)CN1CCC(CC1)C1=CC(=C(C=C1C)NC1=NC=C(C(=C1)NC1=C(C(=O)NC)C=CC=C1)C(F)(F)F)OC(C)C)=O